ClC1=CC=C(C=C1)C=1N=C2N(C=CC=C2)C1CN1CCN(CC1)C(=O)C1=CC(=CC=C1)C(F)(F)F (4-{[2-(4-chlorophenyl)imidazo[1,2-a]pyridin-3-yl]methyl}piperazin-1-yl)[3-(trifluoromethyl)phenyl]methanone